2-azidobenzamid N(=[N+]=[N-])C1=C(C(=O)N)C=CC=C1